tris-dimethylamino-pentafluoroethyl-silane CN(C)[Si](C(C(F)(F)F)(F)F)(N(C)C)N(C)C